CNC(C(=O)NCCC1=CC=C(C=C1)C1=CC=C(C=C1)C(F)(F)F)CCCC 2-(methylamino)-N-(2-(4'-(trifluoromethyl)-[1,1'-biphenyl]-4-yl)ethyl)hexanamide